trans-2-[4-(4-chlorophenyl)cyclohexyl]-3-hydroxy-1,4-naphthoquinone ClC1=CC=C(C=C1)[C@@H]1CC[C@H](CC1)C=1C(C2=CC=CC=C2C(C1O)=O)=O